1-((3,3-Difluorocyclobutyl)methyl)-1H-indazol-3-amine FC1(CC(C1)CN1N=C(C2=CC=CC=C12)N)F